FC(\C=C/C(F)(F)F)(F)F (Z)-1,1,1,4,4,4-hexafluoro-but-2-ene